1-(tert-butyl) 3-ethyl 2-(6-nitropyridin-3-yl)malonate [N+](=O)([O-])C1=CC=C(C=N1)C(C(=O)OC(C)(C)C)C(=O)OCC